C(#N)C=1C(=C(C(=NC1C(=C)C)C(=O)NC1=CC=C2C=NN(C2=C1)C=1C=NN(C1)C)C)C 5-Cyano-3,4-dimethyl-N-(1-(1-methyl-1H-pyrazol-4-yl)-1H-indazol-6-yl)-6-(prop-1-en-2-yl)picolinamide